C1(CCCC1)N1C(C2C3C=CC(C2C1)C3=O)=O 4-cyclopentyl-4-aza-10-oxo-tricyclo[5.2.1.02,6]-8-decen-3-one